ClC=1C=C(C=CC1)[C@@H]1[C@H](C1F)C(=O)O |r| rac-(1S*,2S*)-2-(3-chlorophenyl)-3-fluorocyclopropane-1-carboxylic acid